N-(tert-Butoxycarbonyl)-N,O-dimethyl-L-allothreonine C(C)(C)(C)OC(=O)N([C@@H]([C@@H](OC)C)C(=O)O)C